C(C)C1=C(C(=CC(=C1)CCCCO)C(C)C)NS(=O)(=O)C1=C(C(=CC(=C1)C(F)(F)F)C(F)(F)F)C N-(2-ethyl-4-(4-hydroxybutyl)-6-isopropylphenyl)-2-methyl-3,5-bis(trifluoromethyl)benzenesulfonamide